2-ethylhexyl-carboxylic acid C(C)C(CC(=O)O)CCCC